methoxy-7-(5-methyl-thiophen-2-yl)-thiazolo[4,5-c]pyridin COC=1SC2=C(C=NC=C2C=2SC(=CC2)C)N1